2-(1-((5-methyl-2-oxo-1,3-dioxol-4-yl)methyl)-1H-pyrazol-4-yl)-N-(1-methyl-3-(pyridin-2-yl)-1H-pyrazol-4-yl)thiazole-4-carboxamide CC1=C(OC(O1)=O)CN1N=CC(=C1)C=1SC=C(N1)C(=O)NC=1C(=NN(C1)C)C1=NC=CC=C1